hexadecyl-uridine-3'-phosphate P(=O)(O)(O)O[C@H]1[C@H]([C@@](O[C@@H]1CO)(N1C(=O)NC(=O)C=C1)CCCCCCCCCCCCCCCC)O